((2r,6s)-2,6-dimethylmorpholino)(5-(2,4,5-trifluoro-3-hydroxyphenyl)-1,2,4-oxadiazol-3-yl)methanone C[C@H]1O[C@H](CN(C1)C(=O)C1=NOC(=N1)C1=C(C(=C(C(=C1)F)F)O)F)C